N-(2-(3-((2-(4-methoxypiperidin-1-yl)pyrimidin-4-yl)amino)-8-((3R,4R)-2,2,4-trimethyl-3-((methylsulfonyl)methyl)azetidin-1-yl)isoquinolin-5-yl)propan-2-yl)acrylamide COC1CCN(CC1)C1=NC=CC(=N1)NC=1N=CC2=C(C=CC(=C2C1)C(C)(C)NC(C=C)=O)N1C([C@@H]([C@H]1C)CS(=O)(=O)C)(C)C